BrC1=CC(=C(C=C1F)NC1=CC(=NC=C1C(=O)NOCC)NC1=NC(=NC(=C1)C)C)N(S(=O)(=O)C)C 4-((4-bromo-5-fluoro-2-(N-methyl-methanesulfonamido)-phenyl)amino)-6-((2,6-dimethyl-pyrimidin-4-yl)-amino)-N-ethoxynicotinamide